NCC(CN1N=CN(C1=O)C1=NC=C(C=C1C)Br)=C(F)F 2-[2-(aminomethyl)-3,3-difluoro-allyl]-4-(5-bromo-3-methyl-2-pyridinyl)-1,2,4-triazol-3-one